C(C)(=O)OC(C)C acetic acid, isopropyl ester